5-(3-((2-Ethyl-4-oxo-5,6,7,8-tetrahydroquinazolin-3(4H)-yl)methyl)isoxazol-5-yl)-2-fluoro-3-methoxybenzonitrile C(C)C1=NC=2CCCCC2C(N1CC1=NOC(=C1)C=1C=C(C(=C(C#N)C1)F)OC)=O